[3-[4-[2-(trifluoromethyl)pyrimidin-5-yl]oxyphenyl]azetidin-1-yl]methanone FC(C1=NC=C(C=N1)OC1=CC=C(C=C1)C1CN(C1)C=O)(F)F